phenyl-acryloyl-amide C1(=CC=CC=C1)[N-]C(C=C)=O